(3-fluoropropyl)-2-phenyl-2,3-dihydrobenzo[d]thiazole FCCCC1(SC2=C(N1)C=CC=C2)C2=CC=CC=C2